methyl-5-[5-methyl-4-(2-oxo-2,3-dihydro-benzooxazol-5-ylamino)-pyrimidin-2-ylamino]-benzonitrile CC1=C(C#N)C=C(C=C1)NC1=NC=C(C(=N1)NC=1C=CC2=C(NC(O2)=O)C1)C